4-((17-azido-3,6,9,12,15-pentaoxaheptadecyl)oxy)-2-methylpyridine N(=[N+]=[N-])CCOCCOCCOCCOCCOCCOC1=CC(=NC=C1)C